ls-8-fluoro-4b-(5-fluoro-3-methyl-1H-indol-2-yl)-10-methyl-11-phenyl-11,11a-dihydroindeno[2',1':4,5]pyrrolo[1,2-a]indol-12(4bH)-one FC1=CC=2C(=C3N(C2C=C1)C1(C(C3C3=CC=CC=C3)C(C3=CC=CC=C31)=O)C=3NC1=CC=C(C=C1C3C)F)C